3-methyl-1,1-dioxo-thiacyclopentane-3-carboxylic acid CC1(CS(CC1)(=O)=O)C(=O)O